FC=1C=CC2=C(C1)C1=C(C(N(C(CO1)(C)C(NCC1=C(C=CC=C1OC)F)=O)CC(=O)OC)=O)O2 methyl 2-(9-fluoro-3-((2-fluoro-6-methoxybenzyl)carbamoyl)-3-methyl-5-oxo-2,3-dihydrobenzofuro[2,3-f][1,4]oxazepin-4(5H)-yl)acetate